NC=1N=C2N(C=C(C=C2)C=2C=C(C(=NC2)C)NC(OC2CCCCC2)=O)C1 cyclohexyl (5-(2-aminoimidazo[1,2-a]pyridin-6-yl)-2-methylpyridin-3-yl)carbamate